(2S,4r)-1-((S)-2-(4-cyclopropyl-1H-1,2,3-triazol-1-yl)-3-methylbutyryl)-4-hydroxypyrrolidine-2-carboxylic acid methyl ester COC(=O)[C@H]1N(C[C@@H](C1)O)C([C@H](C(C)C)N1N=NC(=C1)C1CC1)=O